Trans-3-((6-bromopyridin-3-yl)oxy)cyclohexane-1-carboxylic acid isopropyl ester C(C)(C)OC(=O)[C@@H]1C[C@H](CCC1)OC=1C=NC(=CC1)Br